N-(2-(5-(8-Amino-6-(trifluoromethyl)imidazo[1,2-a]pyrazin-3-yl)-1-oxoisoindolin-2-yl)-2-cyclopropylethyl)methanesulfonamide, trifluoroacetate salt FC(C(=O)O)(F)F.NC=1C=2N(C=C(N1)C(F)(F)F)C(=CN2)C=2C=C1CN(C(C1=CC2)=O)C(CNS(=O)(=O)C)C2CC2